N-Boc-5-chloro-7,8-dihydro-6H-pyrazolo[1,5-a]pyrrolo[3,2-e]pyrimidine-3-carboxylic acid C(=O)(OC(C)(C)C)N1CC(=C2N1C1=C(C(=N2)Cl)CCN1)C(=O)O